C(C1=CC=CC=C1)NC(C1=CC(=CC=C1)C=1C=CC2=C(NC(=N2)NC(CCC2CCCC2)=O)C1)=O N-benzyl-3-(2-(3-cyclopentylpropionamido)-1H-benzo[d]imidazol-6-yl)benzamide